4-((4-(1-Isopropyl-1H-pyrazol-3-yl)pyridin-2-yl)((4-(4-methoxy-3-methylphenyl)bicyclo[2.2.2]octan-1-yl)methyl)carbamoyl)cyclohexyl trans-3-hydroxyazetidine-1-carboxylate OC1CN(C1)C(=O)OC1CCC(CC1)C(N(CC12CCC(CC1)(CC2)C2=CC(=C(C=C2)OC)C)C2=NC=CC(=C2)C2=NN(C=C2)C(C)C)=O